NCCOCCNC(C1=C(C=C(C=C1)NC=1C=2N(C=CN1)C(=CN2)C=2C(=NN(C2)CC2=NOC(=C2)C)C(F)(F)F)CC)=O N-[2-(2-aminoethoxy)ethyl]-2-ethyl-4-[[3-[1-[(5-methyl-1,2-oxazol-3-yl)methyl]-3-(trifluoromethyl)pyrazol-4-yl]imidazo[1,2-a]pyrazin-8-yl]amino]benzamide